OCC1=CN=C(S1)N(C(C)=O)C N-[5-(hydroxymethyl)thiazol-2-yl]-N-methyl-acetamide